NN1CCC(CC1)NC(OC(C)(C)C)=O tert-Butyl (1-aminopiperidin-4-yl)carbamate